4-bromo-N-(2,4-dimethoxybenzyl)-N-methyl-2-nitrobenzenesulfonamide BrC1=CC(=C(C=C1)S(=O)(=O)N(C)CC1=C(C=C(C=C1)OC)OC)[N+](=O)[O-]